2,5-anhydrohexitol C(C1C(C(C(O1)CO)O)O)O